tri(butoxyethyl) phosphite P(OCCOCCCC)(OCCOCCCC)OCCOCCCC